tert-butyl-L-valyl-L-alanyl-N6-(tert-butoxycarbonyl)-L-lysinate C(C)(C)(C)N[C@@H](C(C)C)C(=O)N[C@@H](C)C(=O)OC([C@@H](N)CCCCNC(=O)OC(C)(C)C)=O